ClC=1C=C(C=CC1)N1C[C@H](CC1=O)C(=O)NC1=CC(=NN1C(=O)OC(C)(C)C)C1CC1 tert-butyl 5-[(3s)-1-(3-chlorophenyl)-5-oxopyrrolidine-3-amido]-3-cyclopropyl-1H-pyrazole-1-carboxylate